4-[2-(4-chloro-3-fluorophenoxy)acetamido]-N-(4-chloro-3-fluorophenyl)-2-oxabicyclo[2.2.2]octane-1-carboxamide ClC1=C(C=C(OCC(=O)NC23COC(CC2)(CC3)C(=O)NC3=CC(=C(C=C3)Cl)F)C=C1)F